NC1=NC=2C=C(C(=CC2C2=C1N(N=C2)C)C(=O)N([C@@H]2CCC1=NC(=CC=C12)C(F)(F)F)C)Cl 4-amino-7-chloro-N,3-dimethyl-N-((5R)-2-(trifluoromethyl)-6,7-dihydro-5H-cyclopenta[b]pyridin-5-yl)-3H-pyrazolo[3,4-c]quinoline-8-carboxamide